C(C)OC(CC(O)C=1C(=C2C(NC(=NN2C1CCC)C1=C(C=CC(=C1)S(=O)(=O)N1CCN(CC1)C)OCC)=O)C)=O Ethyl-3-(2-(2-ethoxy-5-((4-methylpiperazin-1-yl)sulfonyl)phenyl)-5-methyl-4-oxo-7-propyl-3,4-dihydropyrrolo[2,1-f][1,2,4]triazin-6-yl)-3-hydroxypropanoat